4-((1-(4-(2-(2-aminopyridin-3-yl)-5-(1-ethyl-1H-1,2,3-triazol-4-yl)-3H-imidazo[4,5-b]pyridin-3-yl)benzyl)piperidin-4-yl)amino)pyrimidine-2-carbonitrile NC1=NC=CC=C1C1=NC=2C(=NC(=CC2)C=2N=NN(C2)CC)N1C1=CC=C(CN2CCC(CC2)NC2=NC(=NC=C2)C#N)C=C1